N(C1=CC=CC=C1)C1=CC(=CC=2OC3=CC(=CC=C3C3(C12)OC(C1=CC=CC=C13)=O)N(CCCCC)CCCCC)C anilino-3'-methyl-6'-(dipentylamino)spiro[isobenzofuran-1(3H),9'-[9H]xanthen]-3-one